C(C)(C)(C)OOOOC1CCCCC1 tert-butyl-peroxyperoxycyclohexane